Azetidin-1-yl-2-cyclobutanoxy-6-tetradecylpyrimidine N1(CCC1)C1=NC(=NC(=C1)CCCCCCCCCCCCCC)OC1CCC1